5-bromo-3-(2,4-difluorophenoxy)-2-nitroaniline BrC=1C=C(C(=C(N)C1)[N+](=O)[O-])OC1=C(C=C(C=C1)F)F